γ-L-glutamyl-L-alanine N[C@@H](CCC(=O)N[C@@H](C)C(=O)O)C(=O)O